7-(5-(1-ethyl-1H-pyrazol-4-yl)-7H-pyrrolo[2,3-c]pyridazin-3-yl)-2,5-dimethyl-1,2,3,4-tetrahydroisoquinoline C(C)N1N=CC(=C1)C1=CNC=2N=NC(=CC21)C2=CC(=C1CCN(CC1=C2)C)C